2-amino-6-borono-2-(3-(4-oxo-1-phenyl-1,3,8-triazaspiro[4.5]decan-8-yl)propyl)hexanoic acid NC(C(=O)O)(CCCCB(O)O)CCCN1CCC2(C(NCN2C2=CC=CC=C2)=O)CC1